N-(3-(2-((4-(4-acetylpiperazin-1-yl)phenyl)amino)-7-chloroquinazolin-8-yl)phenyl)acrylamide C(C)(=O)N1CCN(CC1)C1=CC=C(C=C1)NC1=NC2=C(C(=CC=C2C=N1)Cl)C=1C=C(C=CC1)NC(C=C)=O